CC1=NN2C(=NC(=C(C2=O)C=2C=NN(C2)CC2COC2)C(F)(F)F)S1 2-methyl-6-{1-[(oxetan-3-yl)methyl]-1H-pyrazol-4-yl}-7-(trifluoromethyl)-5H-[1,3,4]thiadiazolo[3,2-a]pyrimidin-5-one